FC1=C2C(=CN=CC2=CC=C1)N 5-Fluoroisoquinolin-4-amine